4-(3-aminobenzyl)-6,7-dimethoxy-2-methylphthalazin-1(2H)-one hydrochloride Cl.NC=1C=C(CC2=NN(C(C3=CC(=C(C=C23)OC)OC)=O)C)C=CC1